((3s,5r)-5-fluoro-1-((1s,2s,4r)-4-(4-fluorophenyl)-2-(pyrimidin-4-yloxy)cyclopentyl)piperidin-3-yl)carbamic acid tert-butyl ester C(C)(C)(C)OC(N[C@@H]1CN(C[C@@H](C1)F)[C@@H]1[C@H](C[C@@H](C1)C1=CC=C(C=C1)F)OC1=NC=NC=C1)=O